COC=1C=C2CCN(CC2=CC1OC)CCC1=CC=C(C=C1)N1N=C(N=N1)C1=C(C=C(C(=C1)OC)OC)NC(C1=CC=C(C=C1)C=1C=NC=CC1)=O N-(2-(2-(4-(2-(6,7-Dimethoxy-3,4-dihydroisoquinolin-2(1H)-yl)ethyl)phenyl)-2H-tetrazol-5-yl)-4,5-dimethoxyphenyl)-4-(pyridin-3-yl)benzamide